4-METHYLPHENYL ISOBUTYRATE C(C(C)C)(=O)OC1=CC=C(C=C1)C